O1CCN(CC1)C1=CC(NC(=C1)N1[C@H](CCC1)C(C)(C)C1=CC=CC=C1)=O (R)-4-morpholino-6-(2-(2-phenylpropan-2-yl)pyrrolidin-1-yl)pyridin-2(1H)-one